(1S,3R,5R)-N-(4-([1,2,4]triazolo[1,5-a]pyrazin-6-yl)-5-(trifluoromethyl)pyridin-2-yl)-1-(1-methoxyethyl)-3-methyl-6-azabicyclo[3.1.1]heptane-6-carboxamide N=1C=NN2C1C=NC(=C2)C2=CC(=NC=C2C(F)(F)F)NC(=O)N2[C@@H]1C[C@H](C[C@]2(C1)C(C)OC)C